ClC1=CC=C(NCC(=O)OCC)C=C1 ethyl 2-(4-chloroanilino)acetate